6-(3-bromo-4-isopropyl-1-((2-(trimethylsilyl)ethoxy)methyl)-1H-pyrazol-5-yl)-8-methoxy-[1,2,4]triazolo[1,5-a]pyridine BrC1=NN(C(=C1C(C)C)C=1C=C(C=2N(C1)N=CN2)OC)COCC[Si](C)(C)C